(3r,4s,5r)-3,4-bis(benzyloxy)-5-((benzyloxy)methyl)-5-(fluoromethyl)tetrahydrofuran-2-ol tert-butyl-(3S)-3-(3-cyano-4-nitro-phenoxy)pyrrolidine-1-carboxylate C(C)(C)(C)C1N(CC[C@@H]1OC1=CC(=C(C=C1)[N+](=O)[O-])C#N)C(=O)OC1O[C@]([C@H]([C@H]1OCC1=CC=CC=C1)OCC1=CC=CC=C1)(CF)COCC1=CC=CC=C1